C(C)(C)OC1=C(C=CC=C1)[C@@H]1CN(CCN1)[C@H]1COCC2=C1C=NC(=C2OC)N2CCOCC2 4-[(4R)-4-[(3R)-3-(2-isopropoxyphenyl)piperazin-1-yl]-8-methoxy-1H,3H,4H-pyrano[4,3-c]pyridin-7-yl]morpholine